OCCN(CCCCCCN)CCO N',N'-bis(2-hydroxyethyl)-1,6-diaminohexane